octadecene-thiol C(=CCCCCCCCCCCCCCCCC)S